alpha-n-propyl-styrene C(CC)C(=C)C1=CC=CC=C1